The molecule is a triterpenoid saponin isolated from the stem bark of Albizia chinensis that exhibits cytotoxic activity against a small panel of human tumour cell lines. It has a role as an antineoplastic agent and a plant metabolite. It derives from an acacic acid. C[C@@H]1[C@H]([C@@H]([C@H]([C@@H](O1)O[C@@](C)(CC/C=C(\\CO)/C(=O)O[C@@H]2[C@H]([C@@H]([C@H](O[C@H]2O[C@@](C)(CC/C=C(\\C)/C(=O)O[C@@H]3[C@H](O[C@H]([C@@H]([C@H]3O)O)O[C@@](C)(CC/C=C(\\CO)/C(=O)O[C@H]4C[C@@]5([C@@H](C[C@@]6(C(=CC[C@H]7[C@]6(CC[C@@H]8[C@@]7(CC[C@@H](C8(C)C)O[C@H]9[C@@H]([C@H]([C@@H]([C@H](O9)CO[C@H]1[C@@H]([C@H]([C@H]([C@H](O1)C)O)O)O[C@H]1[C@@H]([C@H]([C@@H](CO1)O)O)O)O)O)O[C@H]1[C@@H]([C@H]([C@@H]([C@H](O1)CO)O)O)O)C)C)[C@@H]5CC4(C)C)C)O)C(=O)O[C@H]1[C@@H]([C@H]([C@@H]([C@H](O1)CO)O)O)O[C@H]1[C@@H]([C@@H]([C@H]([C@@H](O1)C)O[C@H]1[C@@H]([C@H]([C@@H](O1)CO)O)O)O[C@H]1[C@@H]([C@H]([C@@H]([C@H](O1)CO)O)O)O)O)C=C)C)C=C)C)O)O)C=C)O)O)O